OC1=CC=C(C=C1)SC1=C(C(=O)O)C=CC=C1 2-[(4-hydroxyphenyl)thio]benzoic acid